3,3-Bis(8-hydroxy-7-methyl-5-quinolyl)isobenzofuran-1-one OC=1C(=CC(=C2C=CC=NC12)C1(OC(C2=CC=CC=C12)=O)C1=C2C=CC=NC2=C(C(=C1)C)O)C